CO/C(=C\CC(=C)C(=O)OC)/C=C/C1=CC=CC=C1 methyl (E)-3-methoxy-2-(5-phenylpenta-2,4-dienyl) acrylate